COC(=O)C1=CN(C=C1)COCC[Si](C)(C)C 1-{[2-(trimethylsilyl)ethoxy]Methyl}-1H-pyrrole-3-carboxylic acid methyl ester